methyl trifluoropropyl trisiloxane tert-butyl ((1S,3S,4S)-3-azido-4-hydroxycyclopentyl)carbamate N(=[N+]=[N-])[C@H]1C[C@@H](C[C@@H]1O)NC(OC(C)(C)C)=O.C[SiH](O[SiH2]O[SiH3])CCC(F)(F)F